3-aminophenyl fluorosulfonate FS(=O)(=O)OC1=CC(=CC=C1)N